C1(CC1)C1=C(C=CC(=C1)N1[C@H](CN(CC1)C)C)NC1=NC=C(C(=N1)C1=CC2=C(OCCCS2(=O)=O)S1)C(F)(F)F (S)-2-(2-((2-cyclopropyl-4-(2,4-dimethylpiperazin-1-yl)phenyl)amino)-5-(trifluoromethyl)pyrimidin-4-yl)-6,7-dihydro-5H-thieno[2,3-b][1,4]oxathiepine 4,4-dioxide